(1r,4r)-4-[3-(2,2-difluoro-2-phenylethyl)-8-(methoxycarbonyl)-3H,6H,7H,8H,9H-imidazolo[4,5-h]isoquinolin-2-yl]cyclohexane-1-carboxylic acid FC(CN1C(=NC2=C1C=CC=1CCN(CC21)C(=O)OC)C2CCC(CC2)C(=O)O)(C2=CC=CC=C2)F